sodium myristoyl-glutamate salt C(CCCCCCCCCCCCC)(=O)N[C@@H](CCC(=O)[O-])C(=O)[O-].[Na+].[Na+]